3,8-dihydroxyquinoline (2R,3R,4S,5R)-tetrahydro-2H-pyran-2,3,4,5-tetrayltetrakis(3,4-dihydroxy-5-((3,4,5-trihydroxybenzoyl)oxy)benzoate) O1[C@H]([C@H]([C@H]([C@@H](C1)C1=C(C(=O)O)C=C(C(=C1O)O)OC(C1=CC(=C(C(=C1)O)O)O)=O)C1=C(C(=O)O)C=C(C(=C1O)O)OC(C1=CC(=C(C(=C1)O)O)O)=O)C1=C(C(=O)O)C=C(C(=C1O)O)OC(C1=CC(=C(C(=C1)O)O)O)=O)C1=C(C(=O)O)C=C(C(=C1O)O)OC(C1=CC(=C(C(=C1)O)O)O)=O.OC=1C=NC2=C(C=CC=C2C1)O